CN1N=CC(=C1)C1=COC=2C1=NC=C(C2)C2=CC=C(C=C2)N2CCN(CC2)C(=O)OC(C)(C)C tert-butyl 4-(4-(3-(1-methyl-1H-pyrazol-4-yl)furo[3,2-b]pyridin-6-yl)phenyl)piperazine-1-carboxylate